ClC=1C=C(C=C(C1)Cl)S(=O)(=O)CCCCN1C(=NC=2C(=NC=3C=CC=CC3C21)N)CC 1-{4-[(3,5-dichloro-phenyl)sulfonyl]butyl}-2-ethyl-1H-imidazo[4,5-c]quinolin-4-amine